methyl-Arsine Monoammonium [NH4+].C[AsH2]